2-ethylhexyl-((3-chloro-2-((tetrahydro-2H-pyran-4-yl) amino) pyridin-4-yl) thio) propanoate C(CC)(=O)OSC1=C(C(=NC=C1CC(CCCC)CC)NC1CCOCC1)Cl